ethylhexadecanediamine C(C)C(CCCCCCCCCCCCCCC)(N)N